4-ethyl-6,7-dimethoxyphthalazin-1-amine C(C)C1=NN=C(C2=CC(=C(C=C12)OC)OC)N